4,5,6,7-tetrahydro-1H-pyrazolo[4,3-c]Pyridine-3-carboxamide hydrochloride Cl.N1N=C(C=2CNCCC21)C(=O)N